methyl 7-bromo-8-(naphthalen-1-ylmethyl)-6-oxo-2-propyl-9-(3-(trifluoromethyl)phenyl)-3,4-dihydro-2H,6H-pyrido[1,2-e][1,2,5]thiadiazine-4-carboxylate 1,1-dioxide BrC1=C(C(=C2N(C(CN(S2(=O)=O)CCC)C(=O)OC)C1=O)C1=CC(=CC=C1)C(F)(F)F)CC1=CC=CC2=CC=CC=C12